dicarbonyl-ruthenium C(=O)=[Ru]=C=O